bicyclo[2.2.1]heptane-2-ol C12C(CC(CC1)C2)O